4-[2-[1-(2,6-dioxo-3-piperidyl)-3-methyl-2-oxo-benzimidazol-5-yl]ethyl]piperazine-2-carboxylic acid O=C1NC(CCC1N1C(N(C2=C1C=CC(=C2)CCN2CC(NCC2)C(=O)O)C)=O)=O